COC1=C(CNC(C(C(C)O)CC=2OC=CC2)C)C=CC(=C1)OC 4-((2,4-dimethoxybenzyl)amino)-3-(furan-2-ylmethyl)pentan-2-ol